calcium bromofluoride BrF.[Ca]